(2,5-dimethyl-1H-pyrrol-1-yl)-1-hydroxy-7-(1-methyl-1H-pyrrolo[2,3-b]pyridin-4-yl)-1,2-dihydro-3H-pyrrolo[3,4-c]pyridin-3-one CC=1N(C(=CC1)C)C1(NC(C=2C=NC=C(C21)C2=C1C(=NC=C2)N(C=C1)C)=O)O